C1(CCC2C3CCC(C12)C3)C=O Hexahydro-4,7-methanoindan-1-carboxaldehyd